2-chloro-5-(1,2,3,6-tetrahydropyridin-4-yl)pyrimidine, hydrochloride salt Cl.ClC1=NC=C(C=N1)C=1CCNCC1